FC(C(=O)O)(F)F.FC1=C(OCC2[C@H]3CNC[C@@H]23)C=CC(=C1)C(F)(F)F (1R,5S,6R)-6-((2-fluoro-4-(trifluoromethyl)phenoxy)methyl)-3-azabicyclo[3.1.0]hexane 2,2,2-trifluoroacetate